ClC1=CC(=C(C2=C1CC(O2)(C2CCC1(OCCO1)CC2)C)C)C#N 4-chloro-2,7-dimethyl-2-(1,4-dioxaspiro[4.5]decan-8-yl)-2,3-dihydrobenzofuran-6-carbonitrile